N-isopropyl-N-methyl-2-(5-(methylthio)-1H-indol-3-yl)-2-oxoacetamide C(C)(C)N(C(C(=O)C1=CNC2=CC=C(C=C12)SC)=O)C